6-(Benzofuran-2-yl)-N-((2,4-dioxo-1,3-diazaspiro[4.4]nonan-6-yl)methyl)-5-(trifluoromethyl)pyridine-sulfonamide O1C(=CC2=C1C=CC=C2)C2=C(C=CC(=N2)S(=O)(=O)NCC2C1(C(NC(N1)=O)=O)CCC2)C(F)(F)F